[(5R,6S,6aR)-6-Hydroxy-tetrahydro-2H-furo[2,3-d][1,3]dioxol-5-yl]methyl (1S,2S)-2-[(3,4-dichlorophenyl)carbonyl]cyclopropane-1-carboxylate ClC=1C=C(C=CC1Cl)C(=O)[C@@H]1[C@H](C1)C(=O)OC[C@@H]1[C@@H]([C@@H]2C(OCO2)O1)O